C(C1=CC=CC=C1)N1CCN(CC1)C1(CC1)C#N 1-(4-benzylpiperazin-1-yl)cyclopropane-1-carbonitrile